(3-oxo-1,3-dihydroisobenzofuran-1-yl)phosphonic acid dimethyl ester COP(OC)(=O)C1OC(C2=CC=CC=C12)=O